rel-2-((3R,4R)-4-(((6-(cyclopropyl((5-(trifluoromethyl)pyridin-2-yl)methyl)amino)-5-fluoropyrimidin-4-yl)amino)methyl)-3-fluoropiperidin-1-yl)acetamide C1(CC1)N(C1=C(C(=NC=N1)NC[C@@H]1[C@H](CN(CC1)CC(=O)N)F)F)CC1=NC=C(C=C1)C(F)(F)F |o1:12,13|